C1(CC1)C1=C(C(=NC=C1)O[C@H]1CN([C@@H](CC1)C)C(=O)C1=C(C=CC=C1)N1N=CC=N1)C(=O)OC methyl 4-cyclopropyl-2-{[(3R,6R)-6-methyl-1-{[2-(2H-1,2,3-triazol-2-yl)phenyl]carbonyl}piperidin-3-yl]oxy}pyridine-3-carboxylate